1,2-didocosahexaenoyl-sn-glycero-3-phospho-L-serine C(C=CC=CC=CC=CC=CC=CCCCCCCCCC)(=O)OC[C@@H](OC(C=CC=CC=CC=CC=CC=CCCCCCCCCC)=O)COP(=O)(O)OC[C@H](N)C(=O)O